CC=1C=C(N=NC1N1CC=2C=C(C=NC2CC1)C(F)(F)F)C(=O)NC([2H])([2H])C1=CC=NC=C1 5-methyl-N-(pyridin-4-ylmethyl-d2)-6-(3-(trifluoromethyl)-7,8-dihydro-1,6-naphthyridin-6(5H)-yl)pyridazine-3-carboxamide